4-[4-[[(1R)-3-amino-1-methyl-propyl]amino]butylamino]-5-bromo-2-fluoro-N-(1,2,4-thiadiazol-5-yl)benzenesulfonamide NCC[C@@H](C)NCCCCNC1=CC(=C(C=C1Br)S(=O)(=O)NC1=NC=NS1)F